(6R)-6-((tert-bUtyldiethylsilyl)oxy)-N'-trityl-6,7-dihydro-5H-pyrazolo[5,1-b][1,3]oxazine-3-sulfonimidamide C(C)(C)(C)[Si](O[C@@H]1CN2C(OC1)=C(C=N2)S(=O)(N)=NC(C2=CC=CC=C2)(C2=CC=CC=C2)C2=CC=CC=C2)(CC)CC